1-[4-[4-[5-(2,6-difluorophenyl)-4,5-dihydro-3-isoxazolyl]-2-thiazolyl]-1-piperidinyl]-2-[5-methyl-3-(trifluoromethyl)-1H-pyrazol-1-yl]ethanone FC1=C(C(=CC=C1)F)C1CC(=NO1)C=1N=C(SC1)C1CCN(CC1)C(CN1N=C(C=C1C)C(F)(F)F)=O